C1N(C=CC2=NN3C(C=CC=CC3)=C21)C(=O)N 1H-pyrido[4',3':3,4]pyrazolo[1,5-a]azepine-2(7H)-carboxamide